2-phenyl-4-(3-phenyl-1H-pyrazol-1-yl)-4,5-dihydro-oxazole C1(=CC=CC=C1)C=1OCC(N1)N1N=C(C=C1)C1=CC=CC=C1